BrC=1C(=C(C=CC1)C=1OC2=C(N1)C=C(C=C2Cl)C(C)(C)O)C 2-(2-(3-Bromo-2-methylphenyl)-7-chlorobenzo[d]oxazol-5-yl)propan-2-ol